N1=C(C=CC=C1C1=C(C=CC(=C1)C(C)C)C=1C(=C(C=C(C1)C(C)(C)C)C12CC3CC(CC(C1)C3)C2)O)C2=C(C=CC(=C2)C(C)C)C=2C(=C(C=C(C2)C(C)(C)C)C23CC1CC(CC(C2)C1)C3)O 2',2'''-(pyridine-2,6-diyl)bis(3-((3r,5r,7r)-adamantan-1-yl)-5-(tert-butyl)-4'-isopropyl-[1,1'-biphenyl]-2-ol)